FC=1C=C(C(=O)OC)C=CC1C1=NC=CC(=C1)C1=CC=2C(NCCC2N1)=O methyl 3-fluoro-4-[4-(4-oxo-1,5,6,7-tetrahydropyrrolo[3,2-c]pyridin-2-yl)-2-pyridyl]benzoate